3-[Ethyl(propyl)amino]propan-1-amine C(C)N(CCCN)CCC